1-(1,2,3,6-tetrahydro-4-pyridyl)-2-benzoimidazolone N1CCC(=CC1)N1C(NC2=C1C=CC=C2)=O